5-[2-[[(3R)-1-Ethyl-3-piperidyl]amino]-6-methyl-oxazolo[4,5-b]pyridin-5-yl]-2,3-dihydrobenzofuran-4-ol C(C)N1C[C@@H](CCC1)NC=1OC=2C(=NC(=C(C2)C)C2=CC=C3C(CCO3)=C2O)N1